ClC1=C(C(=CC=C1Cl)O)[C@@H]1CC[C@H]2N(C(CN(C2)C(CO)=O)=O)C1 |o1:9,12| (7S,9aR)-rel-7-(2,3-dichloro-6-hydroxyphenyl)-2-(2-hydroxyacetyl)-hexahydro-1H-pyrido[1,2-a]pyrazin-4-one